BrC=1C=C2C(=NC(=NC2=CC1OC)NCC(OCC)OCC)N[C@H](C)C1=CC(=CC=C1)C(F)(F)F (R)-6-bromo-N2-(2,2-diethoxyethyl)-7-methoxy-N4-(1-(3-(trifluoromethyl)phenyl)ethyl)quinazoline-2,4-diamine